5-Benzoylthiophene-2-carboxylic acid ethyl ester C(C)OC(=O)C=1SC(=CC1)C(C1=CC=CC=C1)=O